7-chloro-2H-benzo[e][1,2,3,4]thiatriazine 1,1-dioxide ClC1=CC2=C(N=NNS2(=O)=O)C=C1